7-(4-amino-2-fluorophenoxy)-1-(tetrahydro-2H-pyran-4-yl)-1,3-dihydro-2H-imidazo[4,5-b]pyridin-2-one NC1=CC(=C(OC2=C3C(=NC=C2)NC(N3C3CCOCC3)=O)C=C1)F